4-(3-(4-(trifluoromethyl)phenyl)ureido)piperidin FC(C1=CC=C(C=C1)NC(NC1CCNCC1)=O)(F)F